p-carboxystyrene C(=O)(O)C1=CC=C(C=C)C=C1